[(2,3-dichlorophenyl)carbamothioyl]-4-hydroxy-6-oxo-3,6-dihydropyridine-1(2H)-carboxylate ClC1=C(C=CC=C1Cl)NC(=S)OC(=O)N1CCC(=CC1=O)O